C1(CC1)CS(=O)(=O)N1C2CN(CC1C2)C2=CC=C(C=N2)C=2C=1N(C=C(C2)OCC(C)(C)OC)N=CC1C#N 4-(6-(6-((Cyclopropylmethyl)sulfonyl)-3,6-diazabicyclo[3.1.1]hept-3-yl)pyridin-3-yl)-6-(2-methoxy-2-methylpropyloxy)pyrazolo[1,5-a]pyridine-3-carbonitrile